2-(4-(trifluoromethyl)-1H-pyrazol-1-yl)ethan-1-ol FC(C=1C=NN(C1)CCO)(F)F